CCCCCCCCCCC(CCCCCCCCCC)OC(CCCCCCCC(=O)O)=O 9-(heneicosan-11-yloxy)-9-oxononanoic acid